1-(4-cyclobutyl-5-(5-(methoxymethyl)-1H-imidazol-2-yl-2-methylbenzoyl)piperidin-4-yl)benzonitrile C1(CCC1)C1(CCNCC1C(C1=C(C(=CC=C1)C=1NC(=CN1)COC)C)=O)C1(C#N)CC=CC=C1